FC1=C(N=C2N(C1=O)CC[C@H](N2CC(=O)N2CCOCC2)C(F)(F)F)N2[C@@H](COCC2)C (S)-3-Fluoro-2-((R)-3-methylmorpholin-4-yl)-9-(2-morpholin-4-yl-2-oxoethyl)-8-trifluoromethyl-6,7,8,9-tetrahydro-pyrimido[1,2-a]-pyrimidin-4-one